BrC1=C(C(=CC(=C1)C(C)C)F)OCC 1-bromo-2-ethoxy-3-fluoro-5-isopropylbenzene